2-[6-(azetidin-3-yl)-1-fluoro-3-methylimidazo[1,5-a]pyridin-8-yl]-N-(2,2-difluoroethyl)-5-fluoro-N-(isopropyl)benzamide N1CC(C1)C=1C=C(C=2N(C1)C(=NC2F)C)C2=C(C(=O)N(C(C)C)CC(F)F)C=C(C=C2)F